Cl.Cl.FC(C)(F)C1=NC(=NN1C)C=1C=CC(=NC1C)N[C@@H]1CNCC1 5-[5-(1,1-Difluoroethyl)-1-methyl-1H-1,2,4-triazol-3-yl]-6-methyl-N-[(3S)-pyrrolidin-3-yl]pyridin-2-amine, dihydrochloride